1-naphthalenyl-2-ethanone C1(=CC=CC2=CC=CC=C12)CC=O